heptadecan-9-yl 8-((1-hydroxypropan-2-yl)(6-oxo-6-(undecyloxy)hexyl) amino)octanoate OCC(C)N(CCCCCCCC(=O)OC(CCCCCCCC)CCCCCCCC)CCCCCC(OCCCCCCCCCCC)=O